1-hexyl-3-methylimidazole C(CCCCC)N1CN(C=C1)C